trans-2-((4-((S)-3-(3,5-difluorophenyl)isoxazolidine-2-carbonyl)cyclohexyl)methyl)-2H-indazole-5-carbonitrile FC=1C=C(C=C(C1)F)[C@H]1N(OCC1)C(=O)[C@@H]1CC[C@H](CC1)CN1N=C2C=CC(=CC2=C1)C#N